3-amino-N-(3-fluoro-2-{octahydropyrrolo[2,3-c]pyrrol-1-yl}-5,6,7,8-tetrahydroquinolin-6-yl)-6-methylthieno[2,3-b]pyridine-2-carboxamide NC1=C(SC2=NC(=CC=C21)C)C(=O)NC2CC=1C=C(C(=NC1CC2)N2CCC1C2CNC1)F